N1N=CC2=CC=C(C=C12)CN1CC(C2(CC1)CCC=1C=3CN(C(C3C=CC12)=O)[C@@H]1C(NC(CC1)=O)=O)(F)F (3S)-3-(1'-((1H-indazol-6-yl)methyl)-3',3'-difluoro-3-oxo-1,3,7,8-tetrahydro-2H-spiro[cyclopenta[e]isoindole-6,4'-piperidin]-2-yl)piperidine-2,6-dione